tert-butyl 2-methyl-2-((tetrahydro-2H-pyran-2-yl)oxy)propanoate CC(C(=O)OC(C)(C)C)(C)OC1OCCCC1